4-guanidino-6-[(1R,2R)-2-hydroxy-1-methoxy-3-(octanoyloxy)propyl]-5,6-dihydro-4H-pyran-2-carboxylic acid N(C(=N)N)C1C=C(OC(C1)[C@@H]([C@@H](COC(CCCCCCC)=O)O)OC)C(=O)O